ClC1=CC=C(C=N1)CC(CF)NC1=CC(OC1)=O 4-{1-[(6-Chloropyrid-3-yl)methyl](2-fluoroethyl)amino}furan-2(5H)-on